diethyl-trisulfane C(C)SSSCC